3-[N-methyl-3-[4-(oxetan-3-ylamino)-1-piperidyl]anilino]piperidine-2,6-dione CN(C1=CC(=CC=C1)N1CCC(CC1)NC1COC1)C1C(NC(CC1)=O)=O